BrC(C(C(C(C(C(C(C(C(C(C(C(Br)(Br)Br)(Br)Br)(Br)Br)(Br)Br)(Br)Br)(Br)Br)(Br)Br)(Br)Br)(Br)Br)(Br)Br)(Br)Br)(S(=O)(=O)O)Br perbromododecanesulfonic acid